methyl (3S,4R)-3-[{[3,5-bis(trifluoromethyl)phenyl](methyl)carbamoyl}(methyl)amino]-4-(4-fluorophenyl)pyrrolidine-1-carboxylate FC(C=1C=C(C=C(C1)C(F)(F)F)N(C(=O)N([C@@H]1CN(C[C@H]1C1=CC=C(C=C1)F)C(=O)OC)C)C)(F)F